4-(3-bromoanilino)-2'-(3,5-dimethylphenyl)spiro[cyclohexane-1,1'-indene]-4-carboxylic acid BrC=1C=C(NC2(CCC3(C(=CC4=CC=CC=C34)C3=CC(=CC(=C3)C)C)CC2)C(=O)O)C=CC1